4-(4-chlorobenzyl)-2-(3-(pyridin-4-yl)-1H-pyrazol-5-yl)-2-azabicyclo[4.1.0]heptan-3-one ClC1=CC=C(CC2C(N(C3CC3C2)C2=CC(=NN2)C2=CC=NC=C2)=O)C=C1